[Br-].CC=1C=CC=[NH+]C1 5-methylpyridin-1-ium bromide